C1(CC1)C=1N=CN2C1CN(CC1=C2C=C(C(=C1)F)C(=O)NC1=NC(=CC=C1)C1=NN=CN1C(C)C)C1=CC(=C(C=C1)Cl)C(F)(F)F 3-cyclopropyl-5-[4-chloro-3-(trifluoromethyl)phenyl]-8-fluoro-N-[6-(4-isopropyl-4H-1,2,4-triazol-3-yl)pyridin-2-yl]-5,6-dihydro-4H-benzo[f]imidazo[1,5-a][1,4]diazepine-9-carboxamide